CN(C1CC2(C3=CC(=CC=C13)N1C(=CC3=C1N=C(N=C3)N[C@H]3[C@@H](COCC3)O)C(=O)N(C)C)CC2)C 7-(3'-(dimethylamino)-2',3'-dihydrospiro[cyclopropan-1,1'-indene]-6'-yl)-2-(((3S,4R)-3-hydroxytetrahydro-2H-pyran-4-yl)amino)-N,N-dimethyl-7H-pyrrolo[2,3-d]pyrimidine-6-carboxamide